N-((5-fluoro-1-(1-(4-(propan-2-ylidene)cyclohexyl)piperidin-4-yl)-3-(pyrrolidin-1-ylmethyl)-1H-indol-2-yl)methyl)methanesulfonamide FC=1C=C2C(=C(N(C2=CC1)C1CCN(CC1)C1CCC(CC1)=C(C)C)CNS(=O)(=O)C)CN1CCCC1